COC=1C=C(C=CC1OC)C1=C(C(=NN1)C1(SC(=CN1)C1CCN(CC1)CCC)CCCCC\C=C/C\C=C/C\C=C/C\C=C/CCCC(=O)C(O)CN)C(C)C 2-(5-(3,4-dimethoxyphenyl)-4-isopropyl-1H-pyrazol-3-yl)-5-(1-propylpiperidin-4-yl)thiazolearachidonoyl-ethanolamine